1-((S)-2-((tert-butyldimethylsilyl)-oxy)-1-(3-chlorophenyl)-ethyl)-4-(3-(2-methylpyridin-4-yl)-1-(tetrahydro-2H-pyran-2-yl)-1H-indazol-5-yl)pyridin-2(1H)-one [Si](C)(C)(C(C)(C)C)OC[C@H](C1=CC(=CC=C1)Cl)N1C(C=C(C=C1)C=1C=C2C(=NN(C2=CC1)C1OCCCC1)C1=CC(=NC=C1)C)=O